((1s,3s)-3-hydroxycyclobutyl)(methyl)carbamic acid tert-butyl ester C(C)(C)(C)OC(N(C)C1CC(C1)O)=O